ethyl 6-bromo-1-methyl-2-oxo-3H-benzimidazole-5-carboxylate BrC=1C(=CC2=C(N(C(N2)=O)C)C1)C(=O)OCC